3-[3-fluoro-4-[4-[1-[2-(trifluoromethoxy)-4-(1,4,5-trimethyl-6-oxo-3-pyridinyl)benzoyl]-4-piperidinyl]-1-piperidinyl]anilino]piperidine-2,6-dione FC=1C=C(NC2C(NC(CC2)=O)=O)C=CC1N1CCC(CC1)C1CCN(CC1)C(C1=C(C=C(C=C1)C1=CN(C(C(=C1C)C)=O)C)OC(F)(F)F)=O